3-(chloromethyl)-6-(4-fluorobenzyl)-5,6-dihydroimidazo[2,1-b]Thiazole hydrochloride Cl.ClCC=1N2C(SC1)=NC(C2)CC2=CC=C(C=C2)F